N-(3-{[(1S)-5-[2-(2-aminopyridin-3-yl)-5-(pyrazol-1-yl)imidazo[4,5-b]pyridin-3-yl]-2,3-dihydro-1H-inden-1-yl][(2,4-dimethoxyphenyl)methyl]amino}propyl)-N-methylprop-2-enamide NC1=NC=CC=C1C1=NC=2C(=NC(=CC2)N2N=CC=C2)N1C=1C=C2CC[C@@H](C2=CC1)N(CCCN(C(C=C)=O)C)CC1=C(C=C(C=C1)OC)OC